((3-(1-(3-chloro-4-methylphenyl)cyclopropyl)-1,2,4-oxadiazol-5-yl)methyl)acrylic acid ClC=1C=C(C=CC1C)C1(CC1)C1=NOC(=N1)CC(C(=O)O)=C